(R)-2-(6-bromo-4,4-dimethyl-1-oxo-3,4-dihydroisoquinolin-2(1H)-yl)-N-(1-cyclobutylpiperidin-3-yl)acetamide BrC=1C=C2C(CN(C(C2=CC1)=O)CC(=O)N[C@H]1CN(CCC1)C1CCC1)(C)C